OC1(C(CCC1)N1C(C(=CC2=C1N=C(N=C2)NC2CCN(CC2)S(=O)(=O)C([2H])([2H])[2H])C([2H])(F)F)=O)C (±)-8-(2-hydroxy-2-methylcyclopentyl)-6-(difluoromethyl-d)-2-((1-((methyl-d3)sulfonyl)piperidin-4-yl)amino)pyrido[2,3-d]pyrimidin-7(8H)-one